OP(O)OP(O)O.C(CCCCCCCCCCCC)C1=C(C(=C(C(=C1O)C(C)(C)C1=C(C=CC=C1)O)CCCCCCCCCCCCC)CCCCCCCCCCCCC)CCCCCCCCCCCCC tetrakis(tridecyl)isopropylidenediphenol diphosphite